[Cl-].[Cl-].C[Si](=C1C=2C(=C3C=C(C(C3=C(C2CC1)C1=CC(=CC(=C1)C)C)[Zr+2]C1C(=CC2=C(C(=C(C=C12)C(C)(C)C)OC)C1=CC(=CC(=C1)C)C)C)C)C1=CC(=CC(=C1)C)C)C (anti-dimethylsilanediyl-[2-methyl-4,8-di(3,5-dimethylphenyl)-1,5,6,7-tetrahydro-s-indacen-1-yl])[2-methyl-4-(3,5-dimethylphenyl)-5-methoxy-6-tert-butylinden-1-yl]zirconium dichloride